N-(5-(4-((7-(3-(1H-pyrazol-1-yl)propionamido)-4-oxoquinazolin-3(4H)-yl)methyl)-4-hydroxypiperidin-1-yl)-4-benzyl-5-oxopentyl)-4-chloroquinoline-7-carboxamide N1(N=CC=C1)CCC(=O)NC1=CC=C2C(N(C=NC2=C1)CC1(CCN(CC1)C(C(CCCNC(=O)C1=CC=C2C(=CC=NC2=C1)Cl)CC1=CC=CC=C1)=O)O)=O